5-(4-fluoro-1H-imidazol-1-yl)phenol FC=1N=CN(C1)C=1C=CC=C(C1)O